(1S)-N-{(1S)-1-[5-(7-Fluoro-2-methylchinolin-6-yl)-1H-imidazol-2-yl]-7-oxononyl}-6-methyl-6-azaspiro[2.5]octan-1-carboxamid FC1=C(C=C2C=CC(=NC2=C1)C)C1=CN=C(N1)[C@H](CCCCCC(CC)=O)NC(=O)[C@H]1CC12CCN(CC2)C